2-pyrrolidinylsilane N1C(CCC1)[SiH3]